NC=1N=C(C2=C(N1)NC(=C2)C2=CC=C(C=C2)CN2CCN(CC2)CCO)C=2C(=C(C=CC2)N2C(C1=C(C=C(C=C1C=C2)C2CC2)F)=O)CO 2-{3-[2-amino-6-(4-{[4-(2-hydroxyethyl)piperazin-1-yl]methyl}phenyl)-7H-pyrrolo[2,3-d]pyrimidin-4-yl]-2-(hydroxymethyl)phenyl}-6-cyclopropyl-8-fluoroisoquinolin-1(2H)-one